FC1=C(C=C(C=C1)C1=NN(C=C1)C)CNC1=NN2C(NC(=CC2=O)C(F)(F)F)=N1 2-[[2-fluoro-5-(1-methylpyrazol-3-yl)phenyl]methylamino]-5-(trifluoromethyl)-4H-[1,2,4]-triazolo[1,5-a]pyrimidin-7-one